C(C)S(=O)(=O)N1CC2(C1)CC(N(CC2)CC2=C1C=CN(C1=C(C=C2OC)C)C(=O)OC(C)(C)C)C2=CC=C(C=C2)C(=O)OC tert-butyl 4-{[2-(ethanesulfonyl)-6-[4-(methoxycarbonyl) phenyl]-2,7-diazaspiro[3.5]nonan-7-yl] methyl}-5-methoxy-7-methyl-1H-indole-1-carboxylate